2-(4-(difluoromethyl)-5-(2-(dimethylamino)ethyl)-2-oxopyridin-1(2H)-yl)-4-methylpentanoic acid FC(C1=CC(N(C=C1CCN(C)C)C(C(=O)O)CC(C)C)=O)F